4-((4-(7-chloro-1-methyl-2,3-dioxo-2,3-dihydropyrido[2,3-b]pyrazin-4(1H)-yl)piperidine-1-yl)sulfonyl)benzonitrile ClC1=CC2=C(N(C(C(N2C)=O)=O)C2CCN(CC2)S(=O)(=O)C2=CC=C(C#N)C=C2)N=C1